F[Sb-](F)(F)(F)(F)F.C(C)[N+](C=1C(=CC=CC1)C)(CC1=CC=C(C=C1)OC)CC N,N-diethyl-N-(4-methoxybenzyl)toluidinium hexafluoroantimonate